5-hexene-2-ol CC(CCC=C)O